C(C1=CC=CC=C1)C(CC(C)C)(C)NC(=O)C=1C=NC2=C(C=CC=C2C1)F N-[1-benzyl-1,3-dimethylbutyl]-8-fluoroquinoline-3-carboxamide